FC=1C=C(C=CC1F)NC([C@@H](C1=CC=CC=C1)O)=O (R)-N-(3,4-difluorophenyl)-2-hydroxy-2-phenylacetamide